CS(=O)(=O)OCCC12CC(C1)C2 2-(bicyclo[1.1.1]pentan-1-yl)ethyl methanesulfonate